(3S)-1-benzylpiperidin C(C1=CC=CC=C1)N1CCCCC1